(S)-tert-Butyl-4-(6-chloro-7-(2-fluorophenyl)-1-(2-isopropyl-4-methylpyridin-3-yl)-2-oxo-1,2-dihydropyrido[2,3-d]pyrimidin-4-yl)-3-methylpiperazine-1-carboxylate C(C)(C)(C)OC(=O)N1C[C@@H](N(CC1)C=1C2=C(N(C(N1)=O)C=1C(=NC=CC1C)C(C)C)N=C(C(=C2)Cl)C2=C(C=CC=C2)F)C